C(CCC)[Sn](C#CC1CC1)(CCCC)CCCC tributyl-(2-cyclopropylethynyl)tin